FC(C(O)C=1C=C(C=CC1)S(=O)(=O)N1CCC(CC1)NC(OC(C)(C)C)=O)F tert-Butyl (1-((3-(2,2-difluoro-1-hydroxyethyl)phenyl)sulfonyl)piperidin-4-yl)carbamate